C1(CC1)C=1C=C(C(=NC1OC)CCNC(OC(C)(C)C)=O)OC tert-butyl (2-(5-cyclopropyl-3,6-dimethoxypyridin-2-yl)ethyl)carbamate